FC1(CC1)C(=O)N[C@H](C(=O)N1CCC(C1)O)C(C)(C)C ((2S)-2-(1-fluorocyclopropane-1-carboxamido)-3,3-dimethylbutyryl)-4-hydroxypyrrolidine